ClC1=CNC2=NC=C(C=C21)C2=NN1C(C3(CCC1)CCN(CC3)C(=O)NC(C)C)=C2 2'-(3-chloro-1H-pyrrolo[2,3-b]pyridin-5-yl)-N-(propan-2-yl)-6',7'-dihydro-5'H-spiro[piperidine-4,4'-pyrazolo[1,5-a]pyridine]-1-carboxamide